N-(4-(5-chlorothien-2-yl)thiazol-2-yl)-4-((3,5-dimethylisoxazol-4-yl)methoxy)benzamide ClC1=CC=C(S1)C=1N=C(SC1)NC(C1=CC=C(C=C1)OCC=1C(=NOC1C)C)=O